ClC=1C=NN2C1N=C(C=C2NC2=CC(=CC=C2)F)N[C@H]2CNCC[C@@H]2O (3S,4S)-3-((3-chloro-7-((3-fluorophenyl)amino)pyrazolo[1,5-a]pyrimidin-5-yl)amino)piperidin-4-ol